ClC=1C=C(C=CC1)/C=C/C(=O)OC1=C(C=C(\C=N\C(C(=O)O)C(C)C)C=C1)OC 2-((E)-((E)-4-((E)-3-(3-chlorophenyl)acryloyloxy)-3-methoxybenzylidene)amino)-3-methylbutanoic acid